1-(isopropylsulfonyl)azepan-4-one benzyl-(1-(tert-butyl)-3-(3-(2-(prop-1-en-2-yl)oxazol-5-yl)cyclopent-2-en-1-yl)-1H-pyrazol-5-yl)carbamate C(C1=CC=CC=C1)N(C(O)=O)C1=CC(=NN1C(C)(C)C)C1C=C(CC1)C1=CN=C(O1)C(=C)C.C(C)(C)S(=O)(=O)N1CCC(CCC1)=O